COC(C(=CC=1C(=CC=2N(C3=CC=CC=C3C2C1)CCC)O[Si](C)(C)C(C)(C)C)C#N)=O 3-(2-((tert-butyldimethylsilyl)oxy)-9-propyl-9H-carbazol-3-yl)-2-cyanoacrylic acid methyl ester